Di-tert-Butyl α-ketoglutarate O=C(C(=O)OC(C)(C)C)CCC(=O)OC(C)(C)C